tert-butyl (1r,3r,5s)-3-((6-(N-(4-methoxybenzyl)-N-(thiazol-4-yl) sulfamoyl)-4-methylpyridin-3-yl) amino)-8-azabicyclo[3.2.1]octane-8-carboxylate COC1=CC=C(CN(S(=O)(=O)C2=CC(=C(C=N2)NC2C[C@H]3CC[C@@H](C2)N3C(=O)OC(C)(C)C)C)C=3N=CSC3)C=C1